tert-butyl 7-((3-methyl-2-oxo-2,3-dihydro-1H-benzimidazol-5-yl)oxy)heptanoate CN1C(NC2=C1C=C(C=C2)OCCCCCCC(=O)OC(C)(C)C)=O